C[Si](C)(C)C#CC1=CC=C(S1)C(C)=O 1-{5-[(trimethylsilyl)ethynyl]thiophen-2-yl}ethanone